FC(C(=O)O)(F)F.C1(CC1)CN1C2CN(CC1CC2)C2=C1C(=NC=C2)N(CC1)C(=O)NC=1C(=CC=2N(C1)C=C(N2)C)F 4-(8-(cyclopropylmethyl)-3,8-diazabicyclo[3.2.1]octan-3-yl)-N-(7-fluoro-2-methylimidazo[1,2-a]pyridin-6-yl)-2,3-dihydro-1H-pyrrolo[2,3-b]pyridine-1-carboxamide 2,2,2-trifluoroacetate